(3S)-3-Methylazetidine-2-carboxylic acid tert-butyl ester hydrochloride Cl.C(C)(C)(C)OC(=O)C1NC[C@@H]1C